C(C)(=O)C1=NN(C2=CC=C(C=C12)C=1C=NC(=NC1)C)CC(=O)N1[C@@H]2C[C@@]2(C[C@H]1C(=O)NC1=NC(=CC(=C1)CC(=O)O)Br)C 2-(2-((1R,3S,5R)-2-(2-(3-acetyl-5-(2-methylpyrimidin-5-yl)-1H-indazol-1-yl)acetyl)-5-methyl-2-azabicyclo[3.1.0]hexane-3-carboxamido)-6-bromopyridin-4-yl)acetic acid